C(C)(C)(C)OC(NC(C(=O)N)C=1SC=C(C1)C#N)=O (2-amino-1-(4-cyanothiophen-2-yl)-2-oxoethyl)carbamic acid tert-butyl ester